CC(C)C1=NC(=NC(=N1)N[C@@H](CO)CC(C)C)NS(=O)(=O)C N-(4-(2-propyl)-6-(((R)-1-hydroxy-4-methylpentan-2-yl)amino)-1,3,5-triazin-2-yl)methanesulfonamide